methyl-(iso-butyl)phosphinic acid CP(O)(=O)CC(C)C